O1C(COCC1)COC1=CC(=C(C(=N1)C1C(C1)C1=CC=C(C=C1)OCC)CC)O 6-((1,4-Dioxan-2-yl)methoxy)-2-(2-(4-ethoxyphenyl)-cyclopropyl)-3-ethylpyridin-4-ol